N-[3-(cyclohepta-2,4,6-trienyl)prop-2-ynyl]-N-[3-(4-fluorophenyl)prop-2-ynyl]-4-methylbenzenesulfonamide C1(C=CC=CC=C1)C#CCN(S(=O)(=O)C1=CC=C(C=C1)C)CC#CC1=CC=C(C=C1)F